tert-butyl (S)-(1-(3,6-dibromo-5-(cyclopropanecarboxamido)pyridin-2-yl)-2-(3,5-difluorophenyl)ethyl)carbamate BrC=1C(=NC(=C(C1)NC(=O)C1CC1)Br)[C@H](CC1=CC(=CC(=C1)F)F)NC(OC(C)(C)C)=O